Methyl 2-((4-(6-((4-cyano-2-fluorobenzyl)oxy)pyridin-2-yl)piperidin-1-yl)methyl)-4-cyclopropyl-1-(2-methoxyethyl)-1H-benzo[d]imidazole-6-carboxylate C(#N)C1=CC(=C(COC2=CC=CC(=N2)C2CCN(CC2)CC2=NC3=C(N2CCOC)C=C(C=C3C3CC3)C(=O)OC)C=C1)F